1-(2-dimethylaminoethyl)-N4-[4-(1H-indol-3-yl)pyrimidin-2-yl]-N1-methylbenzene-1,2,4-triamine CN(CCC1(C(C=C(C=C1)NC1=NC=CC(=N1)C1=CNC2=CC=CC=C12)N)NC)C